ClC1=C(C=2OCC[C@H]3N(C2N=C1)CCNC3)F (R)-3-chloro-4-fluoro-6,7,7a,8,10,11-hexahydro-9H-pyrazino[1,2-d]pyrido[3,2-b][1,4]oxazepin